N-[1-[5-Chloro-2-[4-[[dimethyl(oxo)-λ6-sulfanylidene]amino]-2-ethoxy-anilino]pyrimidin-4-yl]-3-methyl-indol-5-yl]prop-2-enamide ClC=1C(=NC(=NC1)NC1=C(C=C(C=C1)N=S(=O)(C)C)OCC)N1C=C(C2=CC(=CC=C12)NC(C=C)=O)C